FC(C1=NN(C=C1C1=NN=C(O1)SCC(=O)N1CCN(CC1)S(=O)(=O)C1=C(C=CC=C1)F)C)F 2-((5-(3-(difluoromethyl)-1-methyl-1H-pyrazol-4-yl)-1,3,4-oxadiazol-2-yl)thio)-1-(4-((2-fluorophenyl)sulfonyl)piperazin-1-yl)ethan-1-one